CC1(CC(C(C(C1)=O)=C(CC(C)C)NCCCCCC(=O)O)=O)C 6-((1-(4,4-dimethyl-2,6-dioxocyclohexylidene)-3-methylbutyl)amino)hexanoic acid